C(CC)[SiH2]C(OC)OC propyl-dimethoxymethylsilane